C=1(C(=CC=CC1)C(=O)N)C1=CC=CC=C1 biphenyl-formamide